5-[(4-methacryloxy)phenylazo]isophthalic acid C(C(=C)C)(=O)OC1=CC=C(C=C1)N=NC=1C=C(C=C(C(=O)O)C1)C(=O)O